COC=1C=C2CCN(CC2=CC1OC)C(\C=C\C1=C(N=C2N1C(=CC=C2)C)C2=CC=C(C=C2)F)=O (E)-1-(6,7-dimethoxy-3,4-dihydroisoquinolin-2(1H)-yl)-3-(2-(4-fluorophenyl)-5-methylimidazo[1,2-a]pyridin-3-yl)prop-2-en-1-one